1-chloro-1-(4-fluorophenyl)propan-2-one ClC(C(C)=O)C1=CC=C(C=C1)F